CC1=CC=C(OC2=CC=C(C=C2)NN)C=C1 4-(p-methylphenoxy)phenylhydrazine